CN(CCOC(C(=C)C)=O)C.ClC1N(CC(N1C)Cl)C 2-chloro-1,3-dimethyl-chloroimidazoline (2-dimethylaminoethyl)methacrylat